C(CCCCCCCC)OC[C@@H](OCCCCCCCCC)COP(=O)(O)OCC[N+](C)(C)C 1,2-dinonyl-sn-glycero-3-phosphoryl-choline